ammonium pentadec-14-yn-1-yl (R)-(((1-(6-amino-9H-purin-9-yl)propan-2-yl)oxy)methyl)phosphonate NC1=C2N=CN(C2=NC=N1)C[C@@H](C)OCP(OCCCCCCCCCCCCCC#C)([O-])=O.[NH4+]